n-tetracosyl methyl ether COCCCCCCCCCCCCCCCCCCCCCCCC